C(C1=CC=CC=C1)NC1=NC(=NC=2C(CCCC12)OC)N1C(=CC2=C(C=CC=C12)NC(CC)=O)C N-[1-[4-(benzylamino)-8-methoxy-5,6,7,8-tetrahydroquinazolin-2-yl]-2-methyl-indol-4-yl]propanamide